COC1=C(C=C2C(=C1)C[C@@H](C2=O)CC3CCN(CC3)CC4=CC=CC=C4)OC The molecule is a 2-[(1-benzylpiperidin-4-yl)methyl]-5,6-dimethoxyindan-1-one that has S configuration. It is a conjugate base of a (S)-donepezil(1+). It is an enantiomer of a (R)-donepezil.